ClC1=CC=CC=C1 (R)-chlorobenzol